tetramethoxysilabutane-1-thiol COC([Si](S)(OC)OC)(CC)OC